BrC1=CC(=NC(=C1)C)C 4-bromo-2,6-lutidine